O=C1N(C(C=C1)=O)CC1CCC(CC1)C(=O)O 4-[(2,5-dioxo-1-pyrrolyl)methyl]cyclohexanecarboxylic acid